BrC1=CC(=C(CN2C(OCC=3C=NC=4N=C(C=CC4C32)OC)=O)C(=C1)F)F 1-(4-bromo-2,6-difluorobenzyl)-8-methoxy-1,4-dihydro-2H-[1,3]oxazino[5,4-c][1,8]naphthyridin-2-one